FC=1C=CC(=NC1C)C1=NNC=C1C=1N=C2C=C(C=NC2=CC1)NCCN1CCCC1 6-[3-(5-fluoro-6-methyl-2-pyridyl)-1H-pyrazol-4-yl]-N-(2-pyrrolidin-1-ylethyl)-1,5-naphthyridin-3-amine